tert-butyl 4-[2-(4-chloro-2-fluorophenyl)-2-methyl-1,3-benzodioxol-4-yl]piperidine-1-carboxylate ClC1=CC(=C(C=C1)C1(OC2=C(O1)C=CC=C2C2CCN(CC2)C(=O)OC(C)(C)C)C)F